copper para-chlorom-xylenol ClC1=C(CC(C=C1)(C)O)C.[Cu]